trio-toluyl phosphate P(=O)(OC1=C(C=CC=C1)C)(OC1=C(C=CC=C1)C)OC1=C(C=CC=C1)C